1-oxooctahydro-3aH-pyrrolo[3,4-c]pyridine-3a-carboxylic acid methyl ester COC(=O)C12CNCCC1C(NC2)=O